2,4,6-tri-tert-butylthiophenol C(C)(C)(C)C1=C(C(=CC(=C1)C(C)(C)C)C(C)(C)C)S